3-(hexyloxy)-N,N-dimethylpropan-2-amine C(CCCCC)OCC(C)N(C)C